C(C)OC(=O)C1=CC=2C(=C(N=CC2C(F)F)OC)N1COCC[Si](C)(C)C 4-(difluoromethyl)-7-methoxy-1-((2-(trimethylsilyl)ethoxy)methyl)-1H-pyrrolo[2,3-c]pyridine-2-carboxylic acid ethyl ester